(S)-3-hydroxybutyryl-carnitine OC(CC(=O)[C@@](O)(C[N+](C)(C)C)CC([O-])=O)C